((6,7-dihydro-4H-pyrano[4,3-d]thiazol-2-yl)amino)-N-(2-methoxyethyl)-1-methyl-1H-benzo[d]imidazole-5-carboxamide N1=C(SC2=C1CCOC2)NC2=NC1=C(N2C)C=CC(=C1)C(=O)NCCOC